C1=C(C=C(C(=C1O)O)O)[C@H]2[C@@H](C(=O)C3=C(C=C(C=C3O2)O)O)O The molecule is the (2S,3S)-stereoisomer of dihydromyricetin. It is a dihydromyricetin and a secondary alpha-hydroxy ketone. It is an enantiomer of a (+)-dihydromyricetin.